phenyl-copper (II) C1(=CC=CC=C1)[Cu+]